C(C)(C)(C)OC(=O)N1CC2(C1)CC(C2)CC2=CC(=C(C=C2)OC(F)(F)F)C(=O)OC 6-[3-methoxycarbonyl-4-(trifluoromethoxy)benzyl]-2-azaspiro[3.3]heptane-2-carboxylic acid tert-butyl ester